N-((3-sulfamoylphenyl)carbamothioyl)adamantane-1-carboxamide S(N)(=O)(=O)C=1C=C(C=CC1)NC(=S)NC(=O)C12CC3CC(CC(C1)C3)C2